9,9-bis(methoxymethyl)-3,6-di-tert-butylfluorene COCC1(C2=CC=C(C=C2C=2C=C(C=CC12)C(C)(C)C)C(C)(C)C)COC